dihydropyrido[3,2-f][1,4]oxazepin-5(2H)-one O1CCNC(C2=C1N=CC=C2)=O